2-methylpyridino[2,3-d]pyridazine-5,8-diol CC=1C=CC=2C(=C(N=NC2O)O)N1